N1CCC(CC1)C=1C=C2C=CC=NC2=CN1 6-(4-piperidyl)-1,7-naphthyridin